C(C)(C)(C)OC(=O)N1C(OC[C@@H]1C1=CC(=C(C=C1)Cl)F)(C)C (S)-4-(4-chloro-3-fluorophenyl)-2,2-dimethyloxazolidine-3-carboxylic acid tert-butyl ester